N-([1,1'-biphenyl]-4-ylmethyl)-3,5-dichloropyrazolo[1,5-a]pyrimidin-7-amine C1(=CC=C(C=C1)CNC1=CC(=NC=2N1N=CC2Cl)Cl)C2=CC=CC=C2